5-[[4-(6-fluoro-2-pyridinyl)phenyl]methyl]-3-methoxy-pyrazine-2-carbonitrile FC1=CC=CC(=N1)C1=CC=C(C=C1)CC=1N=C(C(=NC1)C#N)OC